(E)-4-([1,1'-Biphenyl]-4-yl-(hydroxy)methyl)-2-(2-phenylhydrazino)pent-4-enoic acid ethyl ester C(C)OC(C(CC(=C)C(O)C1=CC=C(C=C1)C1=CC=CC=C1)NNC1=CC=CC=C1)=O